C1(=CC=CC=C1)C1=NC(=NC(=N1)C1=CC=CC=C1)C1=C(C=C(C=C1)CCOC(C(=O)CC)CCCC)O 2,4-Diphenyl-6-(2-hydroxy-4-[alpha-ethylhexanoyloxyethyl]phenyl)-1,3,5-triazine